N[C@@H]1C2=CC=CC=C2CC12CCN(CC2)C=2NC(C1=C(N2)NN=C1C(=C)C1=C(C(=CC=C1)O)F)=O (S)-6-(1-amino-1,3-dihydro-spiro[inden-2,4'-piperidin]-1'-yl)-3-(1-(2-fluoro-3-hydroxyphenyl)vinyl)-1H-pyrazolo[3,4-d]pyrimidin-4(5H)-one